ClC=1C=C(C=CC1Cl)NC1=NC=NC2=CC(=C(C=C12)OC1CN(CC1)C(C=C)=O)OC 1-(3-((4-((3,4-dichloro-phenyl)amino)-7-methoxy-quinazolin-6-yl)oxy)-pyrrolidin-1-yl)prop-2-en-1-one